rac-(R)-3-(5-bromo-3-methyl-2-oxo-2,3-dihydro-1H-benzo[d]imidazol-1-yl)-1-((2-(trimethylsilyl)ethoxy)methyl)piperidine-2,6-dione BrC1=CC2=C(N(C(N2C)=O)[C@H]2C(N(C(CC2)=O)COCC[Si](C)(C)C)=O)C=C1 |r|